NC=1C=2N(C=C(N1)C)C(=NC2C2=C(C(=C(C=C2)NC([C@@H](O)C2=CC(=CC=C2)F)=O)F)F)C (s)-N-(4-(8-amino-3,6-dimethylimidazo[1,5-a]pyrazin-1-yl)-2,3-difluorophenyl)-2-(3-fluorophenyl)-2-hydroxyacetamide